3-[(3-chloro-2-methoxyphenyl)amino]-2-(3-fluoropyridin-4-yl)-5H,6H,7H-pyrazolo[1,5-a]pyrazin-4-one ClC=1C(=C(C=CC1)NC=1C(=NN2C1C(NCC2)=O)C2=C(C=NC=C2)F)OC